N-((6-Methylpyridazin-3-yl)methyl)-7-(5-methylthiazol-2-yl)-4-((tetrahydro-2H-pyran-4-yl)methyl)phthalazin-1-amin CC1=CC=C(N=N1)CNC1=NN=C(C2=CC=C(C=C12)C=1SC(=CN1)C)CC1CCOCC1